BrC=1C(=CC(=C(C1)S(=O)(=O)N[C@@H](CNC1=CC=CC=C1)C1CC1)F)Cl (R)-5-bromo-4-chloro-N-(1-cyclopropyl-2-(phenylamino)ethyl)-2-fluorobenzenesulfonamide